4-methyl-4-(4-vinylbenzyl)-morpholin-4-ium chloride [Cl-].C[N+]1(CCOCC1)CC1=CC=C(C=C1)C=C